C(C)C1=CC=C(C=C1)CCC=CC1=C(C=C2CCC(C2=C1)=O)O 6-(4-(4-ethylphenyl)but-1-en-1-yl)-5-hydroxy-2,3-dihydro-1H-inden-1-one